ClC=1C=C2C(C(=CN(C2=NC1N1CC2=NC=CC=C2C1)C=1C=NC(=CC1C)NC(=O)C1CCC1)C(=O)O)=O 6-chloro-1-(6-(cyclobutanecarboxamido)-4-meth-ylpyridin-3-yl)-7-(5,7-dihydro-6H-pyrrolo[3,4-b]pyridin-6-yl)-4-oxo-1,4-dihydro-1,8-naphthyridine-3-carboxylic acid